C1=CC=CC=2C3=CC=CC=C3C(C12)COC(=O)NC1=CC=C(C=C1)C[C@@H](C(=O)NCC(=O)OCC)N (S)-ethyl 2-(3-(4-((((9H-fluoren-9-yl)methoxy)carbonyl)amino)phenyl)-2-aminopropanamido)acetate